(E)-4-(cyclohexylamino)-4-oxobut-2-enoic acid C1(CCCCC1)NC(/C=C/C(=O)O)=O